FC1(CN(CC1)C=1C=C2C(=CC=NC2=CC1)C(=O)O)F 6-(3,3-Difluoropyrrolidin-1-yl)quinoline-4-carboxylic acid